4-(4-((Benzhydryl)amino)-1-methyl-2-(2-methyl-4-nitrophenyl)-1H-pyrrolo[3,2-c]pyridin-3-yl)-N-isobutyl-2-methoxybenzamide C(C1=CC=CC=C1)(C1=CC=CC=C1)NC1=NC=CC2=C1C(=C(N2C)C2=C(C=C(C=C2)[N+](=O)[O-])C)C2=CC(=C(C(=O)NCC(C)C)C=C2)OC